7-[4-(trifluoromethyl)phenoxy]-3,4-dihydro-1H-isoquinoline-2-carboxylic acid tert-butyl ester C(C)(C)(C)OC(=O)N1CC2=CC(=CC=C2CC1)OC1=CC=C(C=C1)C(F)(F)F